N-[2-[2-[(2-Fluorophenyl)methyl]tetrazol-5-yl]-4-(methylsulfamoyl)phenyl]acetamide FC1=C(C=CC=C1)CN1N=C(N=N1)C1=C(C=CC(=C1)S(NC)(=O)=O)NC(C)=O